Tert-butyl N-[[2-chloro-4-(prop-1-en-2-yl)phenyl]methyl]carbamate ClC1=C(C=CC(=C1)C(=C)C)CNC(OC(C)(C)C)=O